[C@H]12NC[C@H]([C@@H]1N1C(=CC=3C(=NC=4C(=C(C(=CC4C31)C(C#N)C)C3=CC(=CC1=CC=CC=C31)O)F)C3=NC=C(N=C3)C)C)C2 (1-((1R,4R,5S)-2-azabicyclo[2.1.1]hexan-5-yl)-6-fluoro-7-(3-hydroxynaphthalen-1-yl)-2-methyl-4-(5-methylpyrazin-2-yl)-1H-pyrrolo[3,2-c]quinolin-8-yl)propionitrile